2-(((benzyloxy)carbonyl)-L-alanyl)-1,2,3,4-tetrahydroisoquinoline-6-carboxylic acid C(C1=CC=CC=C1)OC(=O)N[C@@H](C)C(=O)N1CC2=CC=C(C=C2CC1)C(=O)O